CN1C(=NC2=C1C=C(C(=C2OCCOC2OCCCC2)C2=CC=CC1=C(N(N=C21)C2OCCCC2)C(=O)C2=CC(=C(C(=C2)F)F)F)C(F)(F)F)C (7-(1,2-dimethyl-4-(2-((tetrahydro-2H-pyran-2-yl)oxy)ethoxy)-6-(trifluoromethyl)-1H-benzo[d]imidazol-5-yl)-2-(tetrahydro-2H-pyran-2-yl)-2H-indazol-3-yl)(3,4,5-trifluorophenyl)methanone